alpha-Keto-glutaric acid O=C(C(=O)O)CCC(=O)O